FC(C1=CC(=NC=C1)OCC12CN(CC2C1)C(=O)OC(C)(C)C)(F)F tert-butyl 1-({[4-(trifluoromethyl)pyridin-2-yl]oxy}methyl)-3-azabicyclo[3.1.0]hexane-3-carboxylate